(4-(cyclohexylamino)-2-(methylthio)pyrimidin-5-yl)methanol C1(CCCCC1)NC1=NC(=NC=C1CO)SC